N,N'-di-tert-butoxycarbonyl-N'-(trifluoromethylsulfonyl)guanidine C(C)(C)(C)OC(=O)NC(=N)N(S(=O)(=O)C(F)(F)F)C(=O)OC(C)(C)C